(E)-4-(3-(((2-nitrophenyl)carbamoyl)oxy)prop-1-en-1-yl)morpholine 4-oxide [N+](=O)([O-])C1=C(C=CC=C1)NC(=O)OC/C=C/[N+]1(CCOCC1)[O-]